[N+](#[C-])C1=C(C(=O)C2=C(C=CC=C2)F)C=C(C=C1)Br 2-ISOCYANO-2'-FLUORO-5-BROMO-BENZOPHENONE